5-chloropyridin-2-yl (5R)-3,3-difluoro-5-(2-oxopyrrolidin-1-yl)piperidine-1-carboxylate FC1(CN(C[C@@H](C1)N1C(CCC1)=O)C(=O)OC1=NC=C(C=C1)Cl)F